FC=1C=C2NC(C=3N(C2=C(C1C1=C2C=CN(C2=CC=C1)C(C)=O)F)C(=CC3)C)(C)C 1-[4-(7,9-difluoro-1,4,4-trimethyl-5H-pyrrolo[1,2-a]quinoxalin-8-yl)indol-1-yl]ethanone